(-)-2-methylundecylenic acid CC(C(=O)O)CCCCCCCC=C